C1(CC1)C1=CC(=NN1)NC1=NC(=NC=C1)N1CC(CC1)C1CN(C1)C N-(5-cyclopropyl-1H-pyrazol-3-yl)-2-[3-(1-methylazetidin-3-yl)pyrrolidin-1-yl]pyrimidin-4-amine